(R)-4-(4-(1-((5-(2,4-difluorophenoxy)pyridin-2-yl)amino)-1-oxopropan-2-yl)-2,2-dimethylpiperazine-1-carbonyl)pyridine 1-oxide FC1=C(OC=2C=CC(=NC2)NC([C@@H](C)N2CC(N(CC2)C(=O)C2=CC=[N+](C=C2)[O-])(C)C)=O)C=CC(=C1)F